ClC=1N=C(C2=C(N1)C(=CS2)C2=C(C(=O)O)C=CC=C2)N2[C@@H](COCC2)C (R)-2-(2-chloro-4-(3-methylmorpholinyl)thieno[3,2-d]pyrimidin-7-yl)benzoic acid